ClC=1C=C(C=CC1)C(CO)NC(=O)C=1N=CN(C1)C1=NC(=NC=C1C)NC1CCOCC1 N-(1-(3-chloro-phenyl)-2-hydroxy-ethyl)-1-(5-methyl-2-((tetrahydro-2H-pyran-4-yl)-amino)pyrimidin-4-yl)-1H-imidazole-4-carboxamide